2-((5-chloro-7-fluoro-8-methoxy-1,2,3,4-tetrahydroisoquinolin-1-yl)methyl)isoindoline-1,3-dione ClC1=C2CCNC(C2=C(C(=C1)F)OC)CN1C(C2=CC=CC=C2C1=O)=O